((6-morpholinopyridin-3-yl)methyl)-1H-pyrazole-1-carboxamide O1CCN(CC1)C1=CC=C(C=N1)CC1=NN(C=C1)C(=O)N